5-[1-(3,5-dichloro-4-pyridyl)ethoxy]-N-[6-[[dimethyl(oxo)-λ6-sulfanylidene]amino]-3-pyridyl]-1H-indazole-3-carboxamide ClC=1C=NC=C(C1C(C)OC=1C=C2C(=NNC2=CC1)C(=O)NC=1C=NC(=CC1)N=S(=O)(C)C)Cl